2-(difluoro-methyl)-thiazol FC(C=1SC=CN1)F